O1COC2=C1C=CC(=C2)C2=NNC(=C2)NC(C2=CC=C(C=C2)N2CCOCC2)=O N-(3-(benzo[d][1,3]dioxol-5-yl)-1H-pyrazol-5-yl)-4-morpholinylbenzamide